NCCNCCS(=O)(=O)O 2-[(2-aminoethyl)amino]ethanesulphonic acid